(R)-2-(4-(5-iodopyrimidin-2-yl)-2-(methoxymethyl)piperazin-1-yl)-1,3,5-triazine IC=1C=NC(=NC1)N1C[C@@H](N(CC1)C1=NC=NC=N1)COC